BrC=1C=NC=2N(C=3N=CC(=CC3OC2C1)Br)CCCCCN1[C@H]2CO[C@@H](C1)C2 6,12-dibromo-2-{5-[(1R,4R)-2-oxa-5-azabicyclo[2.2.1]heptan-5-yl]pentyl}-9-oxa-2,4,14-triazatricyclo[8.4.0.0^{3,8}]tetradeca-1(10),3(8),4,6,11,13-hexaene